1-[4-(4-bromopyrazol-1-yl)butyl]-3,7-difluoro-indole BrC=1C=NN(C1)CCCCN1C=C(C2=CC=CC(=C12)F)F